NC=1C(=NN(C1C(=O)O)C1=CC=C(C=C1)CNC(C1=C(C=CC(=C1)F)OC)=O)N1CCOCC1 4-amino-1-(4-((5-fluoro-2-methoxybenzamido)methyl)phenyl)-3-morpholino-1H-pyrazole-5-carboxylic acid